4-acetoxy-2-(5-fluoro-2-methoxyphenyl)pyrrolidine-1-carboxylic acid tert-butyl ester C(C)(C)(C)OC(=O)N1C(CC(C1)OC(C)=O)C1=C(C=CC(=C1)F)OC